4-(3-(4-((1R,5S)-3,8-diazabicyclo[3.2.1]octan-3-yl)-3-fluorophenyl)-2-methyl-3H-imidazo[4,5-b]pyridin-5-yl)pyridin-2-amine [C@H]12CN(C[C@H](CC1)N2)C2=C(C=C(C=C2)N2C(=NC=1C2=NC(=CC1)C1=CC(=NC=C1)N)C)F